(2-bromo-3-fluorophenyl)cyclopropane-1-carbonitrile BrC1=C(C=CC=C1F)C1(CC1)C#N